ClC1=NC(=NC=C1C(F)(F)F)NC1=C(C=C(C=C1)NC1C2CC3(CC(CC1C3)C2)O)OC 4-((4-((4-chloro-5-(trifluoromethyl)pyrimidin-2-yl)amino)-3-methoxyphenyl)amino)adamantan-1-ol